Methyl (R)-2-(4-(hydroxymethyl)phenyl)-2-(((2,2,2-trichloroethoxy)carbonyl)amino)acetate OCC1=CC=C(C=C1)[C@H](C(=O)OC)NC(=O)OCC(Cl)(Cl)Cl